3-bromo-N-(2-cyclopentylethyl)benzamide BrC=1C=C(C(=O)NCCC2CCCC2)C=CC1